O1C(CCC1)C(C)(C)C1OCCC1 2,2-bis-(2-tetrahydrofuranyl)propane